C(C)(=O)N1CCC2(CC(C(N2)=O)CC(C=O)NC([C@H](CC(C)C)NC(OC2CCC(CC2)CCC)=O)=O)CC1 4-Propylcyclohexyl ((2S)-1-((1-(8-acetyl-2-oxo-1,8-diazaspiro[4.5]decan-3-yl)-3-oxopropan-2-yl)amino)-4-methyl-1-oxopentan-2-yl)carbamate